S-([trans-4-[(6-Nitrothieno[3,2-b]pyridin-7-yl)amino]cyclohexyl]methyl) ethanethioate C(C)(SC[C@@H]1CC[C@H](CC1)NC1=C2C(=NC=C1[N+](=O)[O-])C=CS2)=O